CC1(CCC=2C1=NC1=C(C2NC(=O)N=[S@](=O)(N)C2=CC=C(C=C2)CN(C)C)CCC1)C (R)-N'-((3,3-dimethyl-1,2,3,5,6,7-hexahydro-dicyclopenta[b,e]pyridin-8-yl)carbamoyl)-4-((dimethylamino)meth-yl)benzene-sulfonimidamide